COC(=O)[C@@H]1CN(CC[C@H]1NC(=O)C1=NOC(=N1)C1=C(C=C(C=C1)F)F)C1C(CCC1)C |r| rac-(3R,4R)-1-(2-methyl-cyclopentyl)-4-{[5-(2,4-difluoro-phenyl)-[1,2,4]oxadiazole-3-carbonyl]-amino}-piperidine-3-carboxylic acid methyl ester